2,2-difluoro-3-(5-methyl-11-oxo-5,11-dihydrobenzo[4,5]imidazo[1,2-b]isoquinolin-6-yl)propanoate FC(C(=O)[O-])(CC1=C2N(C(C3=CC=CC=C13)=O)C1=C(N2C)C=CC=C1)F